CNC(=S)C1=CC=NC2=C(C=CC=C12)C(CNC1=CC(=NC=N1)C=1C=NC(=NC1)C)C N-methyl-8-(1-((2'-methyl-[4,5'-bipyrimidin]-6-yl)amino)propan-2-yl)quinoline-4-thiocarboxamide